1-{[4-(naphthalen-1-yl)phenyl](4-{8-oxatricyclo[7.4.0.02,7]trideca-1(13),2,4,6,9,11-hexaen-6-yl}phenyl)amino}-9H-fluoren-9-one C1(=CC=CC2=CC=CC=C12)C1=CC=C(C=C1)N(C1=CC=CC=2C3=CC=CC=C3C(C12)=O)C1=CC=C(C=C1)C=1C=CC=C2C3=CC=CC=C3OC12